C(CCCCCCC)C(C(C(=O)[O-])S(=O)(=O)O)(C(=O)O)CCCCCCCC.S(=O)(=O)(OCCCCCCCCCCCC)O.[Na+] sodium dodecyl sulfate, dioctylsulfosuccinate salt